Cl.Cl.N[C@@H](CC1=CC=CC=C1)C(=O)OC1=C2C(=CNC2=CC=C1)CCN(C)C 3-(2-(Dimethylamino)ethyl)-1H-indol-4-yl L-phenylalaninate 2HCl salt